N-(2-(4-(trifluoromethyl)phenylamino)phenyl)acrylamide FC(C1=CC=C(C=C1)NC1=C(C=CC=C1)NC(C=C)=O)(F)F